methyl 3-((((2S,3R)-3-(3,3-difluorobutyl)-5-(4,4-difluorocyclohexyl)-2-fluoro-1,1-dioxido-7-(trifluoromethyl)-2,3,4,5-tetrahydrobenzo[b][1,4]thiazepin-8-yl)oxy)methyl)picolinate FC(CC[C@@H]1CN(C2=C(S([C@@H]1F)(=O)=O)C=C(C(=C2)C(F)(F)F)OCC=2C(=NC=CC2)C(=O)OC)C2CCC(CC2)(F)F)(C)F